C(C)(C)(C)OC(=O)N1CCC(CC1)C1=NC(=CC=C1)C1CC2=CC=CC=C2CC1 4-(6-(1,2,3,4-tetrahydronaphthalen-2-yl)pyridin-2-yl)piperidine-1-carboxylic acid tert-butyl ester